pentyl α-dimethylethoxysilylpropionate C[Si](C(C(=O)OCCCCC)C)(OCC)C